3-[(1S,2S)-2-[(3-Chloro-4-fluorophenyl)carbonyl]cyclopropyl]-2,5-dihydro-1,2,4-oxadiazol-5-one ClC=1C=C(C=CC1F)C(=O)[C@@H]1[C@H](C1)C=1NOC(N1)=O